4-[(6S)-6-[(tert-butyldimethylsilyl)oxy]-6-methyl-1,4-oxazepan-4-yl]-7-chloro-8-fluoropyrido[4,3-d]pyrimidin [Si](C)(C)(C(C)(C)C)O[C@]1(CN(CCOC1)C=1C2=C(N=CN1)C(=C(N=C2)Cl)F)C